BrC1=C(C=C(C(=C1)OC1(CC1)C)F)[N+](=O)[O-] 1-bromo-4-fluoro-5-(1-methylcyclopropoxy)-2-nitro-benzene